Cl.NC1CCN(CC1)CC(=O)O (4-aminopiperidin-1-yl)acetic acid hydrochloride